ClC=1C(=NC(=NC1)NC=1C=C2C(=NNC2=CC1)C=1OC(=CC1)CO)NC1=C(C=CC=C1)P(C)(C)=O (2-((5-chloro-2-((3-(5-(hydroxymethyl)furan-2-yl)-1H-indazol-5-yl)amino)pyrimidin-4-yl)amino)phenyl)dimethylphosphine oxide